6-methoxy-2-(tetramethyl-1,3,2-dioxaborolan-2-yl)-1H-indole COC1=CC=C2C=C(NC2=C1)B1OC(C(O1)(C)C)(C)C